2,2-difluoro-8,9-dihydro-[1,3]dioxolo[4,5-f]quinolin-7(6H)-one FC1(OC=2C(=C3CCC(NC3=CC2)=O)O1)F